(4S)- and (4R)-4-[5-(7H-Pyrrolo[2,3-d]pyrimidin-4-yl)-1,3-thiazol-2-yl]heptane-nitrile N1=CN=C(C2=C1NC=C2)C2=CN=C(S2)[C@H](CCC#N)CCC |r|